FC1(CCC(CC1)/C=C/C1=NC(=NC=C1OC)NC(C=C)=O)F (E)-N-(4-(2-(4,4-difluoro-cyclohexyl)vinyl)-5-meth-oxypyrimidin-2-yl)acryl-amide